COCC=1N=C2N(N=C(C(=C2C)C)N2CC=3C=C(C=NC3CC2)C2=NC=CN=C2)C(C1)=O 2-(methoxymethyl)-8,9-dimethyl-7-(3-(pyrazin-2-yl)-7,8-dihydro-1,6-naphthyridin-6(5H)-yl)-4H-pyrimido[1,2-b]pyridazin-4-one